BrC1=C(C(=CC(=C1)I)F)OC 1-bromo-3-fluoro-5-iodo-2-methoxybenzene